[N+](=O)([O-])C=1C=C(C(=CC1)C=CC=1C(=CC(=CC1)[N+](=O)[O-])S(=O)(=O)O)S(=O)(=O)O.NC=1C2=C(N=CN1)N(C(=C2C2=CC=C(C=C2)C(=O)N2[C@H](CCCC2)C)C2=CC=C(C=C2)NC(C(=C)C)=O)C (S)-N-(4-(4-amino-7-methyl-5-(4-(2-methylpiperidine-1-carbonyl)phenyl)-7H-pyrrolo[2,3-d]pyrimidin-6-yl)phenyl)methacrylamide 4,4'-dinitrostilbene-2,2'-disulfonate